COC(CC1(CCN(CC1)C(=O)OC(C)(C)C)C(CC)[N+](=O)[O-])=O tert-Butyl 4-(2-methoxy-2-oxoethyl)-4-(1-nitropropyl)piperidine-1-carboxylate